O1C(CCCC1)N1N=CC2=CC3=C(C=C12)C=CC=C3 1-(tetrahydro-2H-pyran-2-yl)-1H-benzo[f]indazole